[4-(Benzyloxy)phenyl]ethan-1-aminium chloride [Cl-].C(C1=CC=CC=C1)OC1=CC=C(C=C1)C(C)[NH3+]